N-(6-((8''-methyl-1'',5''-dioxo-1'',5''-dihydro-2''H-dispiro[azetidine-3,1'-cyclohexane-4',3''-imidazo[1,5-a]pyridin]-6''-yl)amino)pyrimidin-4-yl)cyclopropanecarboxamide CC1=C2N(C(C(=C1)NC1=CC(=NC=N1)NC(=O)C1CC1)=O)C1(NC2=O)CCC2(CC1)CNC2